ClC=1N=CC=C2C1OC=C2 7-Chlorofurano[2,3-c]pyridine